(4-(cyclopropylsulfonyl)phenyl)boronic acid C1(CC1)S(=O)(=O)C1=CC=C(C=C1)B(O)O